3-[1-oxo-4-(3-piperidylamino)isoindol-2-yl]Piperidine-2,6-dione O=C1N(CC2=C(C=CC=C12)NC1CNCCC1)C1C(NC(CC1)=O)=O